nickel-cobalt lithium manganese [Mn].[Li].[Co].[Ni]